2-{[(2S)-4-{6-[(4-Cyanobenzyl)oxy]pyridin-2-yl}-2-methylpiperazin-1-yl]methyl}-1-(2-methoxyethyl)-1H-benzimidazol C(#N)C1=CC=C(COC2=CC=CC(=N2)N2C[C@@H](N(CC2)CC2=NC3=C(N2CCOC)C=CC=C3)C)C=C1